CNC1COC2=C1C=CC(=C2)C2=CC=NN2C N-methyl-6-(1-methyl-1H-pyrazol-5-yl)-2,3-dihydrobenzofuran-3-amine